((6-(2H-tetrazol-5-yl)pyridin-3-yl)methyl)-6-((2,4-dichlorobenzyl)oxy)-1',2',3',6'-tetrahydro-2,4'-bipyridine N=1NN=NC1C1=CC=C(C=N1)CC=1C(=NC(=CC1)OCC1=C(C=C(C=C1)Cl)Cl)C=1CCNCC1